N-propyl-N'-hexyl-urea C(CC)NC(=O)NCCCCCC